FC1=C(C(=CC=C1C(=O)C1=CNC2=NC=C(C=C21)C2=CC=NC=C2)F)NS(=O)(=O)C N-(2,6-difluoro-3-(5-(pyridin-4-yl)-1H-pyrrolo-[2,3-b]pyridine-3-carbonyl)-phenyl)methane-sulfonamide